6-chloro-4-[(3R,4S)-4-(4-chloro-2-methoxy-anilino)-3-methyl-1-piperidinyl]-1-methyl-2-oxo-1,5-naphthyridine-3-carbonitrile ClC=1N=C2C(=C(C(N(C2=CC1)C)=O)C#N)N1C[C@H]([C@H](CC1)NC1=C(C=C(C=C1)Cl)OC)C